C(C)(C)OC(=O)[C@H]1N(CCC1)P(=O)(OC1=CC=CC=C1)CC1=CC2=C(SC=C2)C=C1 5-((((S)-2-(isopropoxycarbonyl)pyrrolidin-1-yl)(phenoxy)phosphoryl)methyl)benzo[b]thiophene